tert-butyl (1-allylcyclopropyl)carbamate C(C=C)C1(CC1)NC(OC(C)(C)C)=O